2-(4-(pyrazolo[1,5-a]pyrimidin-7-yl)cyclohexyl)acetic acid ethyl ester C(C)OC(CC1CCC(CC1)C1=CC=NC=2N1N=CC2)=O